3-methyl-4-(2,6,6-trimethyl-2-cyclohexenyl)-3-buten-2-one CC(C(C)=O)=CC1C(=CCCC1(C)C)C